[I-].[I-].[I-].C(=O)N formamide tri-iodide